S1C(=NC2=C1C=CC=C2)OC2=CC=C(C=C2)CCC(C)(O)C2=CC=CC=C2 4-[4-(1,3-benzothiazol-2-yloxy)phenyl]-2-phenylbutan-2-ol